C(C)(C)(C)OC(=O)C1=CC2=C(N=C(N=C2C2CCCC2)S(=O)(=O)C)N1 cyclopentyl-2-methanesulfonyl-7H-pyrrolo[2,3-d]pyrimidine-6-carboxylic acid tert-butyl ester